F[Sb-](F)(F)(F)(F)F.C(CCCCCCC)C1=CC=C(C=C1)[I+]C1=CC=CC=C1 (4-octylphenyl)phenyliodonium hexafluoroantimonate